5-[2-hydroxy-3-(4-methoxyphenylamino)propyl]-1,3-oxazol-2(3H)-one OC(CC1=CNC(O1)=O)CNC1=CC=C(C=C1)OC